NCC 1-aminoethane